(3aS,6aR)-2-tert-butyl 1-methyl 5-oxohexahydrocyclopenta[c]pyrrole-1,2(1H)-dicarboxylate O=C1C[C@H]2[C@H](C(N(C2)C(=O)OC(C)(C)C)C(=O)OC)C1